FC(C1=CC=C(C=C1)C(N1C[C@@H](N(C[C@H]1C)C=1C=2N=C(N(C2N2C(N1)=NN=C2)C[C@H]2OCCC2)C)C)C2=CC=C(C=C2)OC)F 4-((2S,5R)-4-((4-(difluoromethyl)phenyl)(4-methoxyphenyl)methyl)-2,5-dimethylpiperazin-1-yl)-2-methyl-1-(((S)-tetrahydrofuran-2-yl)methyl)-1H-[1,2,4]triazolo[3,4-b]purine